NC1=CC=C(OCOC2=CC=C(C=C2)N)C=C1 Bis(4-aminophenoxy)methan